7-((4-fluorophenyl)amino)-1-methyl-4-(trifluoromethyl)quinolin-2(1H)-one FC1=CC=C(C=C1)NC1=CC=C2C(=CC(N(C2=C1)C)=O)C(F)(F)F